5-[2-({[(1R,4r)-4-aminocyclohexyl]methyl}amino)[1,1'-biphenyl]-4-yl]-1,3,4-oxadiazol-2(3H)-one NC1CCC(CC1)CNC1=C(C=CC(=C1)C1=NNC(O1)=O)C1=CC=CC=C1